tert-butyl ((3S,4R)-4-hydroxytetrahydrofuran-3-yl)carbamate O[C@@H]1[C@H](COC1)NC(OC(C)(C)C)=O